BrC=1C(=NC(=NC1)NC=1C(=NN(C1)C1CC2CCC(C1)N2C)C)NCCCN2C(OC(CC2)(C)C)=O 3-(3-((5-bromo-2-((3-methyl-1-(8-methyl-8-azabicyclo[3.2.1]octan-3-yl)-1H-pyrazol-4-yl)amino)pyrimidin-4-yl)amino)propyl)-6,6-dimethyl-1,3-oxazinan-2-one